FC(COC)(F)C1(CCC2(OCCO2)CC1)OCC1=CC=C(C=C1)OC 8-(1,1-difluoro-2-methoxyethyl)-8-((4-methoxybenzyl)oxy)-1,4-dioxaspiro[4.5]decane